BrC=1C(=NC(=CC1)N1C=NN=C1)C(=O)NC1CCCCC1 3-bromo-N-cyclohexyl-6-(4H-1,2,4-triazol-4-yl)picolinamide